3-(imidazo[1,2-b]pyridazin-6-yl)-N-(1-(piperidin-4-yl)-1H-pyrazol-4-yl)-1H-pyrrolo[2,3-b]pyridine-5-carboxamide N=1C=CN2N=C(C=CC21)C2=CNC1=NC=C(C=C12)C(=O)NC=1C=NN(C1)C1CCNCC1